C(C)OC1=CC=C(C=C1)C1=CC=CC(=N1)C(=O)N/N=C/C=1C(=NC=CC1)N1CCOCC1 (E)-6-(4-ethoxyphenyl)-N'-((2-morpholinopyridin-3-yl)methylene)picolinohydrazide